4-chloro-8,8-difluoro-2-(methylsulfanyl)-5,8-dihydro-6H-pyrano[3,4-d]pyrimidine ClC=1C2=C(N=C(N1)SC)C(OCC2)(F)F